C(C)(C)(C)OC(=O)N1CC(C1)CC=1[N+](=C2N(C=CC=C2)C1)C 2-((1-(tert-butoxy-carbonyl)-azetidin-3-yl)methyl)-1-methylimidazo[1,2-a]Pyridin-1-ium